1-hydroxy-2-naphthacenehydroxamic acid OC1=C(C=CC2=CC3=CC4=CC=CC=C4C=C3C=C12)C(=O)NO